C1(=C(C=CC=C1)CC(=O)Cl)C o-tolylacetylchloride